OC1=CC=C(C(=O)OCCCCCCCCCCCCCCCC)C=C1 Hexadecyl p-hydroxybenzoate